O1C(=NC2=C1C=CC=C2)C2=CC=C(C=C2)N2SC1=C(S2)C=CC(=C1)C 2-[4-(1,3-benzooxazol-2-yl)phenyl]-5-methyl-1,3,2-benzodithiazole